4-Amino-7-methyl-2-oxo-1-(pyridin-2-ylmethyl)-1,2-dihydroquinoline-3-carboxylic acid methyl ester COC(=O)C=1C(N(C2=CC(=CC=C2C1N)C)CC1=NC=CC=C1)=O